FC=1C=C(CN2C(=NC=3C2=NC(=CN3)C=3C2=C(C(N(C3)C)=O)NC=C2)C)C=CC1C(F)(F)F 4-(1-(3-fluoro-4-trifluoromethyl-benzyl)-2-methyl-1H-imidazo[4,5-b]pyrazin-6-yl)-6-methyl-1H-pyrrolo[2,3-c]pyridin-7(6H)-one